3-(1-oxo-6-((S)-pyrrolidin-3-ylmethoxy)phthalazin-2(1H)-yl)piperidine-2,6-dione hydrochloride Cl.O=C1N(N=CC2=CC(=CC=C12)OC[C@@H]1CNCC1)C1C(NC(CC1)=O)=O